CC1=C(C(=CC=C1)C(F)(F)F)COC1=CC=C(C=C1)N1N=C(N=C1)C(=O)O 1-(4-{[2-methyl-6-(trifluoromethyl)phenyl]methoxy}phenyl)-1,2,4-triazole-3-carboxylic acid